O=C1C2=C(C=NC=C2)CC12CCN(CC2)C(=O)OC(C)(C)C tert-butyl 5-oxidanylidenespiro[7H-cyclopenta[c]pyridine-6,4'-piperidine]-1'-carboxylate